CC(C)(C)OC(=O)N[C@@H](CC=C)C(=O)O (S)-N-BOC-allylglycine